samarium (III) trifluoroacetylacetone FC(C(=O)CC(C)=O)(F)F.[Sm+3]